ClC1=CC=C(C=C1)C1(N2C(C3=CC=CC=C13)=NCC2)OCC 5-(4-chlorophenyl)-5-ethoxy-2,5-dihydro-3H-imidazo[2,1-a]isoindole